[Sn+4].[Si]([O-])([O-])([O-])[O-] silicate tin